CN1CCN2C=3C(=CC=CC13)[C@H]1[C@@H]2CCN(C1)CC1=C(C=CC=C1)O 2-(((6bR,10aS)-3-methyl-2,3,6b,9,10,10a-hexahydro-1H-pyrido[3',4':4,5]pyrrolo[1,2,3-de]quinoxalin-8(7H)-yl)methyl)phenol